E-2-amino-4-phosphonomethyl-hept-3-en NC(C)\C=C(/CCC)\CP(=O)(O)O